FC(C(C)C=1C=C(C=CC1)O)(F)F 3-(1,1,1-trifluoropropan-2-yl)phenol